C(C)(C)(C)OC(=O)N1[C@@H](C[C@H](C1)O[Si](C1=CC=CC=C1)(C1=CC=CC=C1)C(C)(C)C)C(=O)O (2S,4R)-1-tert-Butoxycarbonyl-4-[tert-butyl-(diphenyl)silyl]oxy-pyrrolidine-2-carboxylic acid